1-(4-chlorophenyl)-2-(pyridin-2-yl)ethan-1-one boron difluoride [B](F)F.ClC1=CC=C(C=C1)C(CC1=NC=CC=C1)=O